OCCN1C[C@@H](CCC1)NC1=NN=C(C(N1C)=O)C=1C(=C2CCCC2=CC1C)O 3-[[(3R)-1-(2-Hydroxyethyl)-3-piperidyl]amino]-6-(4-hydroxy-6-methyl-indan-5-yl)-4-methyl-1,2,4-triazin-5-one